NC1=C2N=C(N(C2=NC=N1)CCNS(=O)C(C)(C)C)SC1=CC2=C(CCO2)C=C1I 2-Methyl-propane-2-sulfinic acid {2-[6-amino-8-(5-iodo-2,3-dihydro-benzofuran-6-ylsulfanyl)-purin-9-yl]-ethyl}-amide